3-bromo-5-[1-(2,6-difluorophenyl)-4-methyl-1H-imidazol-2-yl]-5-methyl-4,5-dihydro-1,2-oxazole BrC1=NOC(C1)(C)C=1N(C=C(N1)C)C1=C(C=CC=C1F)F